2-(4-bromo-1-methyl-1H-pyrazol-5-yl)-5-ethoxybenzonitrile BrC=1C=NN(C1C1=C(C#N)C=C(C=C1)OCC)C